P(=O)(O)(O)O[C@H]1[C@]([C@@H](O[C@@H]1CO)N1C(=O)NC(=O)C=C1)(O)OC 2'-methoxyuridine-3'-phosphate